(1-((2-chloro-6-(trifluoromethyl)pyridin-3-yl)methyl)-1H-pyrazol-4-yl)methylamine ClC1=NC(=CC=C1CN1N=CC(=C1)CN)C(F)(F)F